5-chloro-2-(2-hydroxy-3-α-cumylphenyl)-2H-benzotriazole ClC1=CC=2C(=NN(N2)C2=C(C(=CC=C2)C(C)(C)C2=CC=CC=C2)O)C=C1